(E)-N-isopropyl-1-(3-(1-(4-(trifluoromethyl)phenyl)-1H-pyrazol-4-yl)phenyl)methanimine oxide C(C)(C)\[N+](=C/C1=CC(=CC=C1)C=1C=NN(C1)C1=CC=C(C=C1)C(F)(F)F)\[O-]